2,4-decadiene CC=CC=CCCCCC